tert-butyl 2-[4-(4,4,5,5-tetramethyl-1,3,2-dioxaborolan-2-yl)phenyl]morpholine-4-carboxylate CC1(OB(OC1(C)C)C1=CC=C(C=C1)C1CN(CCO1)C(=O)OC(C)(C)C)C